S1(=O)(=O)OOOOS(O1)(=O)=O.[Na] sodium peroxy disulfate